ClC1=C(C(=O)NC2(CCN(CC2)C2=NC=C(N=C2)C=2C=3N(C=C(C2)O)N=CC3C#N)C)C(=CC=C1)C 2-chloro-N-(1-(5-(3-cyano-6-hydroxypyrazolo[1,5-a]pyridin-4-yl)pyrazin-2-yl)-4-methylpiperidin-4-yl)-6-methylbenzamide